OC[C@H]1O[C@H]([C@@]2(CCO2)[C@@H]1O)N1C=C(C2=C1N=CN=C2C)C2=CC=NN2C (4R,5R,7R,8R)-7-(hydroxymethyl)-5-(4-methyl-5-(1-methyl-1H-pyrazol-5-yl)-7H-pyrrolo[2,3-d]pyrimidin-7-yl)-1,6-dioxaspiro[3.4]octane-8-ol